N-(2-((Bis(2-hydroxyethyl)amino)methyl)quinolin-8-yl)-4-(trifluoromethyl)benzenesulfonamide OCCN(CCO)CC1=NC2=C(C=CC=C2C=C1)NS(=O)(=O)C1=CC=C(C=C1)C(F)(F)F